2,4-dimethoxy-N-(6-(methoxymethyl)-5-methylbenzo[d]isoxazol-3-yl)benzenesulfonamide COC1=C(C=CC(=C1)OC)S(=O)(=O)NC1=NOC2=C1C=C(C(=C2)COC)C